3,5,2'-Trifluoro-4''-pentyl[1,1':4',1'']terphenyl-4-carbothioic acid 3,4,5-trifluorophenyl ester FC=1C=C(C=C(C1F)F)OC(=S)C1=C(C=C(C=C1F)C1=C(C=C(C=C1)C1=CC=C(C=C1)CCCCC)F)F